5-(pyridin-2-yl)tetrazole N1=C(C=CC=C1)C1=NN=NN1